C1(CC=CC=C1)P(C1CC=CC=C1)(C1CC=CC=C1)C1CC=CC=C1 dihydrotetraphenylphosphine